ClC=1C=2CCN(C(C2C(=C2C1OC(O2)(C2CCN(CC2)C)C)C)=O)CC=2C(NC(=CC2C)C)=O 9-chloro-6-((4,6-dimethyl-2-oxo-1,2-dihydropyridin-3-yl)methyl)-2,4-dimethyl-2-(1-methylpiperidin-4-yl)-7,8-dihydro-[1,3]dioxolo[4,5-g]isoquinolin-5(6H)-one